4-(1-hydroxycyclopentyl)-N-[(3S)-5-methyl-4-oxo-2,3-dihydro-1,5-benzoxazepin-3-yl]pyrimidine-2-carboxamide OC1(CCCC1)C1=NC(=NC=C1)C(=O)N[C@H]1COC2=C(N(C1=O)C)C=CC=C2